C(C)(C)(C)OC(=O)N1[C@H](C[C@H]([C@@H]1C#C)CO[Si](C1=CC=CC=C1)(C1=CC=CC=C1)C(C)(C)C)C(=O)O (2R,4R,5R)-1-(tert-Butoxycarbonyl)-4-(((tert-butyldiphenylsilyl)oxy)methyl)-5-ethynylpyrrolidine-2-carboxylic acid